Ethyl 1-((2-(trifluoromethyl)pyridin-4-yl)methyl)-1H-pyrazole-4-carboxylate FC(C1=NC=CC(=C1)CN1N=CC(=C1)C(=O)OCC)(F)F